3-pentyldecyl-7-bromo-heptanoate C(CCCC)C(CCOC(CCCCCCBr)=O)CCCCCCC